(2S)-1-(tert-butoxycarbonyl)-4,4-difluoro-2-pyrrolidinecarboxylic acid C(C)(C)(C)OC(=O)N1[C@@H](CC(C1)(F)F)C(=O)O